amino-2-[3-(1,3-dicarboxypropyl)ureido]hexanoic acid NC(C(=O)O)(CCCC)NC(=O)NC(CCC(=O)O)C(=O)O